S(=O)(=O)(O)O.C(CCCCCCCCCCCCCCCCCCC)OCCCCCCCCCCCCCCCCCCCC icosyl ether sulfate